N1(CCCC1)CCC1=CC(=CC2=CC=CC=C12)O 4-(2-(pyrrolidin-1-yl)ethyl)naphthalen-2-ol